5-bromo-1-isopropyl-1H-Indole-3-carbonitrile BrC=1C=C2C(=CN(C2=CC1)C(C)C)C#N